1-(3-Cyano-6-(1-methyl-1H-pyrazol-4-yl)pyrazolo[1,5-a]pyridin-4-yl)pyrrolidine C(#N)C=1C=NN2C1C(=CC(=C2)C=2C=NN(C2)C)N2CCCC2